2-methyl-6-{2-[methyl(2,2,6,6-tetramethylpiperidin-4-yl)amino][1,3]thiazolo[5,4-d]pyrimidin-5-yl}-1,3-benzoxazole-4-carbonitrile CC=1OC=2C(N1)=C(C=C(C2)C=2N=CC1=C(N2)SC(=N1)N(C1CC(NC(C1)(C)C)(C)C)C)C#N